Tetrafluorodimethylcyclopropane FC1(C(C1(C)C)(F)F)F